N-(2-chloro-3-(trifluoromethyl)benzyl)-5-fluoro-8-hydroxy-5,6,7,8-tetrahydroquinoline-5-carboxamide ClC1=C(CNC(=O)C2(C=3C=CC=NC3C(CC2)O)F)C=CC=C1C(F)(F)F